OC1O[C@@H]([C@@H]([C@@H]([C@H]1NC(C)=O)O)O)CO N-[(3R,4R,5R,6R)-2,4,5-trihydroxy-6-(hydroxymethyl)-tetrahydropyran-3-yl]acetamide